C(N)(=N)C1=CC=C(C=C1)NC(C1=C(C=C(C=C1)C(F)(F)F)OC1=C(C=C(C=C1)F)C)=O N-(4-carbamoimidoylphenyl)-2-(4-Fluoro-2-methylphenoxy)-4-(trifluoromethyl)benzamide